1-(9Z,12Z-octadecadienoyl)-2-pentadecanoyl-glycero-3-phospho-(1'-sn-glycerol) CCCCCCCCCCCCCCC(=O)O[C@H](COC(=O)CCCCCCC/C=C\C/C=C\CCCCC)COP(=O)(O)OC[C@H](CO)O